1,4-bis[4-(3-maleimidophenoxy)-α,α-dimethylbenzyl]Benzene C1(C=CC(N1C=1C=C(OC2=CC=C(C(C)(C)C3=CC=C(C=C3)C(C3=CC=C(C=C3)OC3=CC(=CC=C3)N3C(C=CC3=O)=O)(C)C)C=C2)C=CC1)=O)=O